3-chlorospiro[7H-cyclopenta[b]pyridin-6,4'-piperidin]-5-one hydrochloride Cl.ClC=1C=C2C(=NC1)CC1(CCNCC1)C2=O